2'-bromo-[1,1'-biphenyl]-2,4-diamine BrC1=C(C=CC=C1)C=1C(=CC(=CC1)N)N